C(C)N1N=CC(=C1)C=1C(=C(C(=CC1)O)N1CC(NS1(=O)=O)=O)F 5-(3-(1-ethyl-1H-pyrazol-4-yl)-2-fluoro-6-hydroxyphenyl)-1,2,5-thiadiazolidin-3-one 1,1-dioxide